4-(4-((1R,5S)-3,6-diazabicyclo[3.1.1]heptan-3-yl)-6,8-difluoro-2-(((2R,7aS)-2-fluorotetrahydro-1H-pyrrolizin-7a(5H)-yl)methoxy)quinazolin-7-yl)-5-ethynylnaphthalen-2-ol [C@@H]12CN(C[C@@H](N1)C2)C2=NC(=NC1=C(C(=C(C=C21)F)C2=CC(=CC1=CC=CC(=C21)C#C)O)F)OC[C@]21CCCN1C[C@@H](C2)F